undec-1-en-4-ol C=CCC(CCCCCCC)O